4-[[(6-isopropoxy)pyridin-3-yl]methyl]-1,5-dihydro-2,4-benzodiazepine-3-one C(C)(C)OC1=CC=C(C=N1)CN1CC2=C(CNC1=O)C=CC=C2